1-(6-(4-isopropyl-4H-1,2,4-triazol-3-yl)pyridin-2-yl)-3-(4-(piperidin-4-yl)phenyl)urea C(C)(C)N1C(=NN=C1)C1=CC=CC(=N1)NC(=O)NC1=CC=C(C=C1)C1CCNCC1